N1=C2C(=CC=C1)CN(C2)C=2OC1=C(C=C(C=C1C(C2)=O)C)C(C)NC2=C(C(=O)O)C=CC=C2 2-[1-[2-(5,7-Dihydropyrrolo[3,4-b]pyridin-6-yl)-6-methyl-4-oxo-chromen-8-yl]ethylamino]benzoic acid